C(C)(C)C1=C(NC2=CC=C(C=C12)C1CCN(CC1)CCC)C=1C=C(C(N(C1)C)=O)C=1C=NC(=NC1)C 5-(3-isopropyl-5-(1-propylpiperidin-4-yl)-1H-indol-2-yl)-1-methyl-3-(2-methylpyrimidin-5-yl)pyridin-2(1H)-one